C(C)(C)(C)Cl t-butyl chloride